(2S)-2-Amino-3-(4-piperidin-4-ylphenyl)propanoic Acid N[C@H](C(=O)O)CC1=CC=C(C=C1)C1CCNCC1